FC=1C(=NC=C(C(=O)NO)C1)N1CCN(CC1)C1=C(C=CC=C1)OC 5-fluoro-N-hydroxy-6-(4-(2-methoxyphenyl)piperazin-1-yl)nicotinamide